BrC1=CC=C(C=C1)[C@H]1[C@H](N2[C@H]1CNC[C@@H]1[C@H](C2)OC(O1)(C)C)CN1C(C2=CC=CC=C2C1=O)=O 2-(((3aR,6aR,7R,8S,10aS)-7-(4-bromophenyl)-2,2-dimethyloctahydro-5H-azeto[1,2-a][1,3]dioxolo[4,5-f][1,4]diazocin-8-yl)methyl)isoindoline-1,3-dione